1-methyl-1H-imidazole-4-carbaldehyde CN1C=NC(=C1)C=O